C(C)N1C(C(C2=CC=CC=C12)=O)=O 1-ethylindoline-2,3-dione